C1(=CC=CC=C1)C1=C(C2CCC(C1)N2)C(=O)[O-] 3-phenyl-8-azabicyclo[3.2.1]oct-2-ene-2-carboxylate